chrysen-4-yl-boronic acid C1=CC=C(C=2C3=CC=C4C=CC=CC4=C3C=CC12)B(O)O